C1(CC1)C=1C=2N(N=C(C1)C(=O)N1[C@@H](CCCCC1)C)C=C(N2)C2=C(C=C(C=C2)[C@@H]2[C@H](C2)C(=O)OCC)F Ethyl (1S,2S)-2-(4-{8-cyclopropyl-6-[(2R)-2-methylazepane-1-carbonyl]imidazo[1,2-b]pyridazin-2-yl}-3-fluorophenyl)cyclopropane-1-carboxylate